Yttrium-Oxide [O-2].[Y+3].[O-2].[O-2].[Y+3]